N1=CC=CC2=CC(=CC=C12)CNC(=O)C=1OC=CN1 N-(quinolin-6-ylmethyl)oxazole-2-carboxamide